FC1=CC=C(C(=O)NC=2C=CC=C3C=CC(=NC23)C)C=C1 4-Fluoro-N-(2-methylquinolin-8-yl)benzamide